C(C)(C)OC1=CC(=NC=C1)S(=O)(=O)NC1=CC=C(C=C1)B1OC(C(O1)(C)C)(C)C 4-isopropoxy-N-[4-(4,4,5,5-tetramethyl-1,3,2-dioxaborolan-2-yl)phenyl]pyridine-2-sulfonamide